8-chloro-7-fluoro-3-((triisopropylsilyl)oxy)naphthalen-1-ol ClC=1C(=CC=C2C=C(C=C(C12)O)O[Si](C(C)C)(C(C)C)C(C)C)F